O1CCN(CC1)CCCC1=C(C=CC(=C1)N)N (3-morpholinopropyl)benzene-1,4-diamine